4-methyl-N-(5-methylpyridin-3-yl)-5-(quinolin-5-yl)nicotinamide CC1=C(C=NC=C1C(=O)NC=1C=NC=C(C1)C)C1=C2C=CC=NC2=CC=C1